C1(CC1)C=1C=C(C(=NC1)C=1OC2=C(N1)C=C(C=C2)SC(F)F)SCC 2-(5-cyclopropyl-3-ethylsulfanyl-2-pyridyl)-5-(difluoromethylsulfanyl)-1,3-benzoxazole